(3,7-dimethyl-1H-indazole-5-carbonyl)-2-(1-methylcyclobutyl)-5H-spiro[benzo[d]thiazol-6,4'-piperidin]-4(7H)-one CC1=NNC2=C(C=C(C=C12)C(=O)N1CCC2(CC1)CC1=C(N=C(S1)C1(CCC1)C)C(C2)=O)C